OC1=C2C(C=C(OC2=CC(=C1)OCOC)C1=CC=CC=C1)=O 5-hydroxy-7-[(methoxymethyl)oxy]-2-phenyl-4H-chromen-4-one